ClC1=CC=C(C=C1)N1CCN(CC1)C=1NC(C2=C(N1)N(C=C2)C)=O 2-[4-(4-chloro-phenyl)-piperazin-1-yl]-7-methyl-3,7-dihydro-pyrrolo[2,3-d]pyrimidin-4-one